2,4-Diamino-7-methylquinazoline NC1=NC2=CC(=CC=C2C(=N1)N)C